2-bromo-5-fluoropyridine BrC1=NC=C(C=C1)F